dihydroquinone C1=CC(=CC=C1O)O